FC(OC(C)C1=CC(=NC=C1)C(=O)OC)F methyl 4-(1-(difluoromethoxy)ethyl)picolinate